pyridazin-3-amine iron [Fe].N1=NC(=CC=C1)N